C(C)(C)(C)OC(N[C@@H]1C2=CC=CC=C2N(C12CCN(CC2)C=2C=1N(C(=C(N2)C)Br)N=CC1)C)=O N-[(3R)-1'-(7-bromo-6-methyl-pyrazolo[1,5-a]pyrazin-4-yl)-1-methyl-spiro[indoline-2,4'-piperidin]-3-yl]carbamic acid tert-butyl ester